ClC=1C=CC(=C(C1)C1=CC(=CN=N1)NC1=C2C(=NC=C1)NC=C2C(=O)NCCN2CCN(CC2)C)F 4-{[6-(5-Chloro-2-Fluorophenyl)Pyridazin-4-yl]Amino}-N-[2-(4-Methylpiperazin-1-yl)Ethyl]-1h-Pyrrolo[2,3-B]Pyridin-3-Carboxamid